dibromophenyl-1-ethanone BrC(C(=O)C1=CC=CC=C1)Br